C1N(CC12CNC2)C2=CC=1N(C=C2F)N=C(C1N(C=1SC(=C(N1)C1=CC=C(C=C1)F)C#N)C)CC 2-[[5-(2,6-diazaspiro[3.3]heptan-2-yl)-2-ethyl-6-fluoro-pyrazolo[1,5-a]pyridin-3-yl]-methyl-amino]-4-(4-fluorophenyl)thiazole-5-carbonitrile